C(#N)C1=C(C=CC(=C1)C(F)(F)F)N1CCC(CC1)(C(=O)N[C@@H]1CN(CC1)C(=O)OC(C)(C)C)C=1C=NC(=CC1)C=1N(C=CC1)C tert-butyl (3S)-3-{1-[2-cyano-4-(trifluoromethyl)phenyl]-4-[6-(1-methyl-1H-pyrrol-2-yl)pyridin-3-yl]piperidine-4-amido}pyrrolidine-1-carboxylate